O[C@@H](C(=O)N1[C@@H]([C@H]2C([C@H]2C1)(C)C)C(=O)N[C@@H](C[C@H]1C(NCC1)=O)C(COC(F)(F)F)=O)C(C)(C)C (1R,2S,5S)-3-((R)-2-hydroxy-3,3-dimethylbutanoyl)-6,6-dimethyl-N-((S)-3-oxo-1-((S)-2-oxopyrrolidin-3-yl)-4-(trifluoromethoxy)butan-2-yl)-3-azabicyclo[3.1.0]-hexane-2-carboxamide